N1(CCC1)CC1=C(CNC2=CC(=C(C(=C2)F)S(=O)(=O)N(C2=NC=CC=C2)CC2=C(C=C(C=C2)OC)OC)F)C(=CC=C1)F 4-((2-(azetidin-1-ylmethyl)-6-fluorobenzyl)amino)-N-(2,4-dimethoxybenzyl)-2,6-difluoro-N-(pyridin-2-yl)benzenesulfonamide